SC1=NN=C(S1)S Dimercapto-1,3,4-Thiadiazol